N[C@H]1CN(C[C@@H](C1)F)C(=O)C1=CC2=C(N(C(=N2)C=2N3CCN(C4=CC=CC(C2)=C34)CCCNC(C)=O)C)C(=C1)OC N-[3-[2-[5-[(3R,5R)-3-amino-5-fluoro-piperidine-1-carbonyl]-7-methoxy-1-methyl-benzimidazol-2-yl]-1,9-diazatricyclo[6.3.1.04,12]dodeca-2,4(12),5,7-tetraen-9-yl]propyl]acetamide